CCCC/C=C\CCCCCCCC(=O)O[C@H](COC(=O)CCC/C=C\C/C=C\C/C=C\C/C=C\C/C=C\CC)COP(=O)([O-])OCC[N+](C)(C)C 1-(5Z,8Z,11Z,14Z,17Z-eicosapentaenoyl)-2-(9Z-tetradecenoyl)-glycero-3-phosphocholine